1-(6-(6-chloro-8-fluoro-7-(5-methyl-1H-indazol-4-yl)-2-(((S)-1-methylpyrrolidin-2-yl)methoxy)quinazolin-4-yl)-2,6-diazaspiro[3.4]octan-2-yl)prop-2-en-1-one ClC=1C=C2C(=NC(=NC2=C(C1C1=C2C=NNC2=CC=C1C)F)OC[C@H]1N(CCC1)C)N1CC2(CN(C2)C(C=C)=O)CC1